2-deoxyinosine-5-triphosphate C1[C@@H]([C@H](O[C@H]1N2C=NC3=C2N=CNC3=O)COP(=O)(O)OP(=O)(O)OP(=O)(O)O)O.[Na].[Na].[Na]